DiIsoDecylPhthalate C(CCCCCCC(C)C)OC(C=1C(C(=O)OCCCCCCCC(C)C)=CC=CC1)=O